2-(benzylthio)-5-cyclopropyloxypyridine C(C1=CC=CC=C1)SC1=NC=C(C=C1)OC1CC1